FC=1C(=NC(=NC1)NC1=CC=C(C=N1)N1CCC(CC1)N1CCN(CC1)CC1=CC=C(C=C1)C1C(NC(CC1)=O)=O)C=1C=C(C2=C(N(C(=N2)C)C(C)C)C1)F 3-(4-((4-(1-(6-((5-fluoro-4-(4-fluoro-1-isopropyl-2-methyl-1H-benzo[d]imidazol-6-yl)pyrimidin-2-yl)amino)pyridin-3-yl)piperidin-4-yl)piperazin-1-yl)methyl)phenyl)piperidine-2,6-dione